FC(C=1C(=C(C=CC1)[C@@H](C)NC=1C2=C(N=C(N1)C)N=C(C(=C2)CN2CCN(CC2)C(C)C)OC)F)F (R)-N-(1-(3-(difluoromethyl)-2-fluorophenyl)ethyl)-6-((4-isopropylpiperazin-1-yl)methyl)-7-methoxy-2-methylpyrido[2,3-d]pyrimidin-4-amine